C(C)(C)(C)OC(=O)N1C[C@@H]2C([C@@H]2C1)NC=1N=NC(=CC1)C=1C(=NN(C1)C)C.SCCSCCCSCCS 1,3-bis(2-mercaptoethylthio)propane Tert-butyl-(1R,5S,6s)-6-[[6-(1,3-dimethylpyrazol-4-yl)pyridazin-3-yl]amino]-3-azabicyclo[3.1.0]hexane-3-carboxylate